Butyl 3-amino-8-azabicyclo[3.2.1]octane-8-carboxylate NC1CC2CCC(C1)N2C(=O)OCCCC